CC1=CC=C(C=C1)S(=O)(=O)N1C(C(=C(C=C1)CN1CCN(CC1)C=1N=NC(=CC1)Cl)O)=O 1-(4'-methylbenzenesulfonyl)-3-hydroxy-4-[4-(6-chloropyridazin-3-yl)piperazin-1-ylmethyl]pyridin-2(1H)-one